7Z-Tetradecenal CCCCCC/C=C\CCCCCC=O